1-[2-methyl-4-(4,4,5,5-tetramethyl-1,3,2-dioxaborolan-2-yl)phenyl]methanamine hydrochloride Cl.CC1=C(C=CC(=C1)B1OC(C(O1)(C)C)(C)C)CN